BrC1=CC=CC=2N(C(NC21)=O)C2CCC(CC2)C(=O)NC2=CC(=C(C=C2)C)OC 4-(4-bromo-2-oxo-2,3-dihydro-1H-1,3-benzodiazol-1-yl)-N-(3-methoxy-4-methylphenyl)cyclohexane-1-carboxamide